C(C)(C)(C)OC(=O)N1CCN(CC1)C(CN)C 4-(1-aminoprop-2-yl)piperazine-1-carboxylic acid tert-butyl ester